C1(CCCC1)NC(CCS(=O)(=O)O)C 3-cyclopentylaminobutane-1-sulfonic acid